N-benzyl-1-(3,4-dichlorobenzyl)-7-isobutyloctahydro-3aH-3,6-methanopyrrolo[3,2-b]pyridine-3a-carboxamide C(C1=CC=CC=C1)NC(=O)C12NCC3C(C1N(CC2C3)CC3=CC(=C(C=C3)Cl)Cl)CC(C)C